3-Amino-5-chloro-2-fluorophenol NC=1C(=C(C=C(C1)Cl)O)F